4,6-Dibromo-5-[1-hydroxy-3,6,9-trioxanon-9-yl]-1H-indol-3-yl β-D-glucopyranoside O([C@H]1[C@H](O)[C@@H](O)[C@H](O)[C@H](O1)CO)C1=CNC2=CC(=C(C(=C12)Br)OCCOCCOCCO)Br